6-hydroxy-4-methylheptyldecyloxymethyl ether OC(CC(CCCC(OCCCCCCCCCC)OC(CCCC(CC(C)O)C)OCCCCCCCCCC)C)C